tert-butyl (S)-2-(((tert-butyldimethylsilyl)oxy)methyl)-4-cyclopropylindoline-1-carboxylate [Si](C)(C)(C(C)(C)C)OC[C@H]1N(C2=CC=CC(=C2C1)C1CC1)C(=O)OC(C)(C)C